4-(2-(4-((5-cyclopropyl-3-(2,6-dichlorophenyl)isoxazol-4-yl)methoxy)piperidin-1-yl)thiazol-5-yl)benzoic acid C1(CC1)C1=C(C(=NO1)C1=C(C=CC=C1Cl)Cl)COC1CCN(CC1)C=1SC(=CN1)C1=CC=C(C(=O)O)C=C1